N1(CCN(CC1)C(CCOCC#CCO)=O)C(CCOCC#CCO)=O 1,1'-(piperazine-1,4-diyl)bis(3-((4-hydroxybut-2-yn-1-yl)oxy)propan-1-one)